C1(CCCC1)N1C(=CC2=C1N=C(N=C2)NC=2C=C(C(=O)OC(C)(C)C)C=C(C2)C2=CSC1=C2OC(=CC1=O)N1CCOCC1)C(N(C)C)=O tert-Butyl 3-((7-cyclopentyl-6-(dimethylcarbamoyl)-7H-pyrrolo[2,3-d]pyrimidin-2-yl)amino)-5-(5-morpholino-7-oxo-7H-thieno[3,2-b]pyran-3-yl)benzoate